CC1(C2CC(C(O1)(C(C2)O)C)O)C Exo,exo-1,8-Epoxy-p-menthane-2,6-diol